C(C)(C)(C)OC(=O)N1CCC2(C[C@@H](NC2=O)CCOS(=O)(=O)CC2=CC=CC=C2)CC1 (R)-1-oxo-3-(2-(toluenesulfonyloxy)ethyl)-2,8-diazaspiro[4.5]decane-8-carboxylic acid tert-butyl ester